methyl 3-oxo-8-(piperazin-2-yl)-2,4-dihydro-1,4-benzoxazine-5-carboxylate O=C1COC=2C(N1)=C(C=CC2C2NCCNC2)C(=O)OC